[Zn+2].C(N(CC(=O)[O-])CC(=O)[O-])CN(CC(=O)[O-])CC(=O)[O-].[Na+].[Na+] disodium edetate zinc salt